FC(COC1=CC(=CN=N1)CNC(=O)NCCC1(CC1)C(F)(F)F)(F)F 1-((6-(2,2,2-Trifluoroethoxy)pyridazin-4-yl)methyl)-3-(2-(1-(trifluoromethyl)cyclopropyl)ethyl)urea